2,6-dichloro-N-((1s,3s)-3-(6-((4-(4-(7-(2-(2,6-dioxopiperidin-3-yl)-1,3-dioxoisoindolin-5-yl)-7-azaspiro[3.5]nonan-2-yl)piperazin-1-yl)phenyl)amino)-9H-purin-9-yl)cyclobutyl)benzamide ClC1=C(C(=O)NC2CC(C2)N2C3=NC=NC(=C3N=C2)NC2=CC=C(C=C2)N2CCN(CC2)C2CC3(C2)CCN(CC3)C=3C=C2C(N(C(C2=CC3)=O)[C@@H]3C(NC(CC3)=O)=O)=O)C(=CC=C1)Cl